aminopyrocatechol NC1=C(C(O)=CC=C1)O